1-(5-bromo-1H-indol-3-yl)-3-((tert-butyldiphenylsilyl)oxy)-2,2-dimethylpropan-1-one BrC=1C=C2C(=CNC2=CC1)C(C(CO[Si](C1=CC=CC=C1)(C1=CC=CC=C1)C(C)(C)C)(C)C)=O